C(=O)O.N1CC2(C=3C1=NC=C(C3)C3=CNC1=CC=C(C=C31)C=3OC=NN3)CC2 2-(3-(1',2'-Dihydrospiro[cyclopropane-1,3'-pyrrolo[2,3-b]pyridin]-5'-yl)-1H-indol-5-yl)-1,3,4-oxadiazole formate salt